N1C[C@H](CC1)OC1=CC=CC(=N1)N1N(C(C2=CN=C(N=C12)NC1=CC=C(C=C1)Cl)=O)CC=C {6-[(S)-3-pyrrolidinyloxy]-2-pyridyl}-2-allyl-6-(p-chlorophenylamino)-1,2-dihydro-3H-1,2,5,7-tetraazainden-3-one